2-methylbicyclo[2.2.1]heptane-2,3-dicarboxylic anhydride CC12C3CCC(C1C(=O)OC2=O)C3